4-methoxy-N-[(1s,4s)-4-{[2-(trifluoromethyl)quinolin-4-yl]amino}cyclohexyl]benzamide COC1=CC=C(C(=O)NC2CCC(CC2)NC2=CC(=NC3=CC=CC=C23)C(F)(F)F)C=C1